ClC=1C=NC=C(C1)[C@@H]1[C@H](C1)B1OC(C(O1)(C)C)(C)C 3-chloro-5-((1S,2S)-2-(4,4,5,5-tetramethyl-1,3,2-dioxaborolan-2-yl)cyclopropyl)pyridine